4-[4-(2,6-dioxo-3-piperidinyl)-2,3-dihydro-1,4-benzoxazin-7-yl]piperidine-1-carboxylic acid tert-butyl ester C(C)(C)(C)OC(=O)N1CCC(CC1)C1=CC2=C(N(CCO2)C2C(NC(CC2)=O)=O)C=C1